C1(=CC=CC=C1)C=1C=CC2=C(NC3=CC=CC=C23)N1 2-phenyl-9H-pyrido[2,3-b]indole